(R)-5-((S)-4-(tert-butoxycarbonyl)-3-(methoxycarbonyl)piperazin-1-yl)-3,3-dimethyl-2-((phenoxycarbonyl)amino)pentanoic acid C(C)(C)(C)OC(=O)N1[C@@H](CN(CC1)CCC([C@H](C(=O)O)NC(=O)OC1=CC=CC=C1)(C)C)C(=O)OC